8-(7-(7,8-difluoronaphthalen-1-yl)-8-fluoro-2-(((2R,7aS)-2-fluorotetrahydro-1H-pyrrolizin-7a(5H)-yl)methoxy)pyrido[4,3-d]pyrimidin-4-yl)-2-oxa-5,8-diazaspiro[3.5]nonane FC1=CC=C2C=CC=C(C2=C1F)C1=C(C=2N=C(N=C(C2C=N1)N1CCNC2(COC2)C1)OC[C@]12CCCN2C[C@@H](C1)F)F